NC1=C(C=CC=C1)NC(C1=C(C=CC(=C1)Br)Cl)=O N-(2-aminophenyl)-5-bromo-2-chlorobenzamide